COC1=C(C=C(C=C1)C1=CC=C(S1)CC=1C(=NC=CN1)C(=O)N)C ((5-(4-methoxy-3-methylphenyl)thiophen-2-yl)methyl)pyrazine-2-carboxamide